C(C1=CC=CC=C1)NC(=O)C1(CCOCC1)N(C(C(C)Br)=O)C=1C=C2C=NN(C2=CC1)C N-Benzyl-4-(2-bromo-N-(1-methyl-1H-indazol-5-yl)propanamido)tetrahydro-2H-pyran-4-carboxamide